C(O)C1NC(C(C1O)O)CO 2,5-dimethylol-3,4-dihydroxypyrrolidine